2-amino-2-(hydroxymethyl)propane-1,3-diol 3-(5-chloro-6-cyclobutoxy-2-oxobenzo[d]oxazol-3(2H)-yl)propanoate ClC=1C(=CC2=C(N(C(O2)=O)C(C(=O)OCC(CO)(CO)N)C)C1)OC1CCC1